OC(CNC(=O)C=1C(N(N=C(C1)C1=CC=C(C=C1)OC(F)(F)F)C=1C=NN(C1)C)=O)(C)C N-(2-hydroxy-2-methylpropyl)-2-(1-methyl-1H-pyrazol-4-yl)-3-oxo-6-[4-(trifluoromethoxy)phenyl]-2,3-dihydropyridazine-4-carboxamide